C(C)(=O)C=1C=C(C=CC1)NS(=O)(=O)C(C(=O)O)C 2-[(3-ACETYLPHENYL)SULFAMOYL]PROPANOIC ACID